NC(C(=O)O)CC 2-aminobutyric acid